C(C)(C)(C)OC(=O)N1CCC(CC1)\C=C/CO (Z)-4-(3-hydroxy-prop-1-en-1-yl)piperidine-1-carboxylic acid tert-butyl ester